CC1=C(C=CC=C1C)N1CCN(CC1)C(CN1N=C(C=2CCCCC12)C(=O)N1CCC(CC1)OCCO)=O 1-(4-(2,3-dimethylphenyl)piperazin-1-yl)-2-(3-(4-(2-hydroxyethoxy)piperidine-1-carbonyl)-4,5,6,7-tetrahydro-1H-indazol-1-yl)ethanone